ClC=1C=CC=C(C1)C=1C(CC(=CC1)C(N[C@H](CCC)C1=CC=CC=C1)=O)(C(=O)O)C=1NC(=CN1)C1=CC=CC=C1 5'-chloro-2-(5-phenyl-1H-imidazol-2-yl)-4-{[(1R)-1-phenylbutyl]carbamoyl}-[1,1'-biphenyl]-2-carboxylic acid